(S)-4-amino-2-(((benzyloxy)carbonyl)amino)butanoic acid NCC[C@@H](C(=O)O)NC(=O)OCC1=CC=CC=C1